Cl.C(C)OC(=O)[C@@H]1C[C@@H]([C@H](CC1)N)C.IC1=C(OC2OCCCC2)C=CC(=C1)CCCCCCCCCCCC 2-(2-iodo-4-dodecylphenoxy)tetrahydro-2H-pyran ethyl-(1S,3S,4S)-4-amino-3-methylcyclohexane-1-carboxylate hydrochloride salt